2-((6-(benzylthio)pyridazin-3-yl)carbamoyl)benzoic acid C(C1=CC=CC=C1)SC1=CC=C(N=N1)NC(=O)C1=C(C(=O)O)C=CC=C1